O=C1NC(CCC1N1C(C2=CC=C(C=C2C1)C(=O)N[C@@H](C(F)(F)F)C1=CC(=CC=C1)CN1CCOCC1)=O)=O 2-(2,6-dioxopiperidin-3-yl)-1-oxo-N-((R)-2,2,2-trifluoro-1-(3-(morpholinomethyl)phenyl)ethyl)isoindoline-5-carboxamide